FC=1C(=CC=2C3=C(N(C2C1)CC1=CC=C(CP(O)(O)=O)C=C1)C=NC(=N3)C)F (4-((7,8-difluoro-2-methyl-5H-pyrimido[5,4-b]indol-5-yl)methyl)benzyl)phosphonic acid